N1(CCCCCC1)C(=O)C1=CC=C(OC=2C=C(C=C(C2)OC2=CC=C(C=C2)F)NC(=O)N2CCN(CC2)CC(CC)CC)C=C1 N-(3-(4-(azepane-1-carbonyl)phenoxy)-5-(4-fluorophenoxy)phenyl)-4-(2-ethylbutyl)piperazine-1-carboxamide